2,2-Dichloro-2-fluoroethan ClC(C)(F)Cl